N1CC(OCC1)C#N morpholine-2-carbonitrile